8-(tert-butoxycarbonylmethyloxycarbonyl)-tetracyclo[4.4.0.12,5.17,10]-3-dodecene C(C)(C)(C)OC(=O)COC(=O)C1C2C3C4C=CC(C3C(C1)C2)C4